2-(α-naphthoylmethylene)-3-methylbenzoxazoline C1(=CC=CC2=CC=CC=C12)C(=O)C=C1OC2=C(N1C)C=CC=C2